(2R)-1-tert-butoxycarbonyl-piperazine-2-carboxylic acid C(C)(C)(C)OC(=O)N1[C@H](CNCC1)C(=O)O